O=C1NC(CCC1N1C(C2=CC=CC(=C2C1=O)CN1CCC(=CC1)C=1SC=CC1C)=O)=O 2-(2,6-dioxopiperidin-3-yl)-4-((4-(3-methylthiophen-2-yl)-3,6-dihydropyridin-1(2H)-yl)methyl)isoindoline-1,3-dione